{(4E)-4-[3-(3-chlorophenyl)prop-2-yn-1-ylidene]-3,3-dimethylpiperidin-1-yl}(morpholin-4-yl)methanone ClC=1C=C(C=CC1)C#C\C=C/1\C(CN(CC1)C(=O)N1CCOCC1)(C)C